COCCOC=1C=C(C=CC1OC1=CC=CC=C1)N1C(N(C(NC1=O)=O)C1=CC(=CC=C1)OC)=O 1-[3-(2-methoxyethoxy)-4-phenoxyphenyl]-3-(3-methoxyphenyl)-1,3,5-triazine-2,4,6-trione